3-fluoro-3-(methoxymethyl)azetidine hydrochloride Cl.FC1(CNC1)COC